ethyl (2S)-2-[4-chloro-2-(4-ethoxy-4,5-dihydroisoxazol-3-yl)phenoxy]-3-methylbutanoate ClC1=CC(=C(O[C@H](C(=O)OCC)C(C)C)C=C1)C1=NOCC1OCC